3-(3,3-difluoropyrrolidin-1-yl)-6-(4-methoxyphenyl)-5-methyl-2-phenylpyrazolo[1,5-a]pyrimidin-7(4H)-one FC1(CN(CC1)C=1C(=NN2C1NC(=C(C2=O)C2=CC=C(C=C2)OC)C)C2=CC=CC=C2)F